tert-Butyl 2-((5,7-diphenylpyrazolo[1,5-a]pyrimidine-2-carboxamido)methyl)pyrrolidine-1-carboxylate C1(=CC=CC=C1)C1=NC=2N(C(=C1)C1=CC=CC=C1)N=C(C2)C(=O)NCC2N(CCC2)C(=O)OC(C)(C)C